The molecule is a monocarboxylic acid anion that is the conjugate base of N-acetyl-L-alpha-phenylglycine, obtained by deprotonation of the carboxy group; major species at pH 7.3. It is a N-acyl-L-alpha-amino acid anion and a monocarboxylic acid anion. It is a conjugate base of a N-acetyl-L-alpha-phenylglycine. CC(=O)N[C@@H](C1=CC=CC=C1)C(=O)[O-]